FC=1C=C(C=C(C1)OC)C1=C(C(=CC=C1)B1OC(C(O1)(C)C)(C)C)C 3-fluoro-5-methoxy-2'-methyl-3'-(4,4,5,5-tetramethyl-1,3,2-dioxaborolan-2-yl)-[1,1'-biphenyl]